C(C)(=O)O.COC1=CC=CC(=N1)NC(=O)C1CN(C1)C1=CC(=C2C(C(=CN(C2=N1)C1=NC=NS1)C(=O)O)=O)C 7-{3-[(6-methoxypyridin-2-yl)carbamoyl]azetidin-1-yl}-5-methyl-4-oxo-1-(1,2,4-thiadiazol-5-yl)-1,4-dihydro-1,8-naphthyridine-3-carboxylic acid acetate